(3R)-3-amino-5-[(4-chlorophenyl)methyl]-7-[5-[1,1-dimethyl-2-(tetrahydrofuran-3-yl-amino)ethyl]-1,3,4-oxa-diazol-2-yl]-8-fluoro-1,1-dioxo-2,3-dihydro-1λ6,5-benzothiazepin-4-one N[C@H]1CS(C2=C(N(C1=O)CC1=CC=C(C=C1)Cl)C=C(C(=C2)F)C=2OC(=NN2)C(CNC2COCC2)(C)C)(=O)=O